COC1=CC=C(C(=O)N2CCC3=CC=C(C=C23)CNS(=O)(=O)C)C=C1 N-[[1-(4-methoxybenzoyl)-2,3-dihydroindol-6-yl]methyl]methanesulfonamide